BrC1=CC(=NC=C1)C(C(=O)N)CN1CCOCC1 (4-bromopyridin-2-yl)-3-(morpholin-4-yl)propanamide